S(=O)(=O)(C)C1=CC=C(N)C=C1 4-mesyl-aniline